NC1=NC=NN2C1=C(C=C2)C2=CC=C(CNC1=C(C(=O)NC3=CC=C(C=C3)F)C=C(C=N1)C(F)(F)F)C=C2 2-[4-(4-Amino-pyrrolo[2,1-f][1,2,4]triazin-5-yl)-benzylamino]-N-(4-fluoro-phenyl)-5-trifluoromethyl-nicotinamide